3,4,5-triiodobenzoic acid IC=1C=C(C(=O)O)C=C(C1I)I